ClC1=CC=C(COC(=O)N2CCC=3C=CC=NC3C2)C=C1.CC1=C(C2=CC=CC=C2C(=C1)OCC)OCC 2-methyl-1,4-diethoxynaphthalene (4-chlorobenzyl)-5,8-dihydro-1,7-naphthyridine-7(6H)-carboxylate